4-(6,7-dimethoxyquinazolin-4-yl)-6,6-difluoro-1,4-diazacycloheptane-1-sulfonamide hydrochloride Cl.COC=1C=C2C(=NC=NC2=CC1OC)N1CCN(CC(C1)(F)F)S(=O)(=O)N